(S)-3-((2-(1-amino-1,3-dihydrospiro[indene-2,4'-piperidin]-1'-yl)pyrido[2,3-b]pyrazin-6-yl)thio)imidazo[1,2-a]pyridine-6-carbonitrile N[C@@H]1C2=CC=CC=C2CC12CCN(CC2)C=2N=C1C(=NC2)N=C(C=C1)SC1=CN=C2N1C=C(C=C2)C#N